BrC1=CC=C(C=C1)S(=O)(C(C)C)=N (4-bromophenyl)-imino-isopropyl-oxo-λ6-sulfane